2-(3-(3-(8-fluorochroman-4-yl)ureido)-1H-pyrazol-1-yl)-N,N-dimethylacetamide FC=1C=CC=C2C(CCOC12)NC(NC1=NN(C=C1)CC(=O)N(C)C)=O